(4-methylphenyl)diphenyl-sulfonium trifluoromethanesulfonate FC(S(=O)(=O)[O-])(F)F.CC1=CC=C(C=C1)[S+](C1=CC=CC=C1)C1=CC=CC=C1